C(C)OC(CCC1=CC(=CC=C1)C(COCC(CSC(C)=O)(C)C)OC1OCCCC1)=O.NC1=C(N2N(CCC2)C1=O)N 2,3-diamino-6,7-dihydro-1H,5H-pyrazolo[1,2-a]pyrazol-1-one ethyl-3-(3-(2-(3-(acetylthio)-2,2-dimethylpropoxy)-1-((tetrahydro-2H-pyran-2-yl)oxy)ethyl)phenyl)propanoate